tert-Butyl (NE)-N-{(4S)-4-[2-chloro-3-(3-chlorophenyl)phenyl]-1-[(1R*,3S*)-4,4-difluoro-3-hydroxycyclohexyl]-4-methyl-6-oxohexahydropyrimidin-2-ylidene}carbamate ClC1=C(C=CC=C1C1=CC(=CC=C1)Cl)[C@]1(N/C(/N(C(C1)=O)[C@H]1C[C@@H](C(CC1)(F)F)O)=N\C(OC(C)(C)C)=O)C |o1:21,23|